FC(C1(CC1)CNC1CC2(CN(C2)C(=O)N2CC3(C2)NC(OC3)=O)C1)(F)F 2-[6-[[1-(trifluoromethyl)cyclopropyl]methylamino]-2-azaspiro[3.3]heptane-2-carbonyl]-7-oxa-2,5-diazaspiro[3.4]octan-6-one